1,3-bis(2-benzyloxyethyl)imidazolium tert-butyl-3-{3-carbamoyl-2-[4-(3-fluorophenoxy)phenyl]-2,4,5,6-tetrahydro-7H-pyrazolo[3,4-b]pyrazin-7-yl}azetidine-1-carboxylate C(C)(C)(C)OC(=O)N1CC(C1)N1C=2C(NCC1)=C(N(N2)C2=CC=C(C=C2)OC2=CC(=CC=C2)F)C(N)=O.C(C2=CC=CC=C2)OCCN2C=[N+](C=C2)CCOCC2=CC=CC=C2